C(C1=CC=CC=C1)OC1=C(C=CC=C1)C1CCN(CC1)[C@H]1CC2(CN(C2)C(=O)OC(C)(C)C)CC1 Tert-butyl (R)-6-(4-(2-(benzyloxy) phenyl) piperidin-1-yl)-2-azaspiro[3.4]octane-2-carboxylate